(5S)-5-(2-Fluorophenyl)-N-[(3S)-7-methoxy-1-methyl-2-oxo-4,5-dihydro-3H-pyrido[3,4-b]azepin-3-yl]-6,7-dihydro-5H-pyrrolo[1,2-b][1,2,4]triazol-2-carboxamid FC1=C(C=CC=C1)[C@@H]1CCC=2N1N=C(N2)C(=O)N[C@H]2CCC1=C(N(C2=O)C)C=NC(=C1)OC